C(C)N1CCN(CC1)CC1=CC=C(C=C1)[N+](=O)[O-] 1-ethyl-4-(4-nitrobenzyl)piperazine